N[C@@H]1C2=CC(=CC=C2CC12CCN(CC2)C=2SC=C(N2)C2=CC1=CC=C(C=C1C=C2)Br)C#N (S)-1-amino-1'-(4-(6-bromonaphthalen-2-yl)thiazol-2-yl)-1,3-dihydrospiro[indene-2,4'-piperidine]-6-carbonitrile